6,8-difluoro-3,4-dihydronaphthalen-2(1H)-one FC=1C=C2CCC(CC2=C(C1)F)=O